3-[2-(2-aminoethylamino)ethylamino]propyltrimethoxy-silane NCCNCCNCCC[Si](OC)(OC)OC